N1C(CCCC1)CC(=O)O 2-PIPERIDINEACETIC ACID